COC1=NC=CC=C1C1=CN=C(N1)[C@H](CCCCCC(CC)=O)NC(=O)[C@H]1CC12CCN(CC2)C (S)-N-((S)-1-(5-(2-methoxypyridin-3-yl)-1H-imidazol-2-yl)-7-oxononyl)-6-methyl-6-azaspiro[2.5]octane-1-carboxamide